FC(=C(C1=CC=C(C=C1)[Si](C)(C)C)O[Si](C)(C)C)F ((2,2-difluoro-1-(4-trimethylsilylphenyl)vinyl)oxy)trimethylsilane